NC1=NC(N(C=C1C)[C@@H]1O[C@]2(CN([C@@H]1[C@@H]2O)C2=NC=C(C=N2)Cl)COC(C2=CC=CC=C2)(C2=CC=C(C=C2)OC)C2=CC=C(C=C2)OC)=O 4-Amino-1-[(1R,3R,4R,7S)-1-[[bis(4-methoxyphenyl)-phenyl-methoxy]methyl]-5-(5-chloropyrimidin-2-yl)-7-hydroxy-2-oxa-5-azabicyclo[2.2.1]heptan-3-yl]-5-methyl-pyrimidin-2-one